tert-butyl 3-(4-chloroquinazolin-6-yl)azetidine-1-carboxylate ClC1=NC=NC2=CC=C(C=C12)C1CN(C1)C(=O)OC(C)(C)C